methyl-sulfonic propynyl ester C(#CC)OS(=O)(=O)C